CN1C=CC2=C1N=CN=C2N 7-methyl-7H-pyrrolo[2,3-d]pyrimidin-4-ylamine